5,6-Diethyl-N-hydroxy-3-(phenylsulfanyl)pyridazine-4-carboxamidine C(C)C=1C(=C(N=NC1CC)SC1=CC=CC=C1)C(=N)NO